C1(=CC=CC=C1)OP(=O)(O)O.N(C1=CC=CC=C1)C=1C=C2C=CNC2=CC1.N(C1=CC=CC=C1)C=1C=C2C=CNC2=CC1 di[5-(anilino)indole] phenyl-phosphate